N-(pyridin-3-yl)-4-(4-(quinoxalin-6-yl)phenyl)butanamide N1=CC(=CC=C1)NC(CCCC1=CC=C(C=C1)C=1C=C2N=CC=NC2=CC1)=O